C(C=C)(=O)N1CC2(C1)CN(C(C2)=O)C2=NC=NC(=C2C#N)C2=C1C=NNC1=CC=C2C 4-(2-acryloyl-7-oxo-2,6-diazaspiro[3.4]octan-6-yl)-6-(5-methyl-1H-indazol-4-yl)pyrimidine-5-carbonitrile